N-undecylenoyl-PhenylAlanine C(CCCCCCCCC=C)(=O)N[C@@H](CC1=CC=CC=C1)C(=O)O